1-Myristoyl-sn-glycero-3-phosphocholine C(CCCCCCCCCCCCC)(=O)OC[C@@H](O)COP(=O)([O-])OCC[N+](C)(C)C